C(CCC)[N+]1(CCCCC1)C 1-butyl-1-methyl-piperidinium